[C@H](C)(CC)N1N=CC=2N=C(N=C(C21)NC(C)C2=NN1C(C=CC=C1)=C2)N2CCN(CC2)C(=O)N 4-[1-((S)-sec-butyl)-7-(1-pyrazolo[1,5-a]pyridin-2-yl-ethylamino)-1H-pyrazolo[4,3-d]pyrimidin-5-yl]-piperazine-1-carboxylic acid amide